1-chloro-pyrrolidine-2,5-dione ClN1C(CCC1=O)=O